[6-(trifluoromethyl)-3-pyridinyl]methanol FC(C1=CC=C(C=N1)CO)(F)F